CCC(C(=O)N[C@@H](CCC(=O)[O-])C(=O)[O-])CCCC N-2-ethylhexanoyl-L-glutamate